3-(4-iodo-2-methylphenyl)propionic acid IC1=CC(=C(C=C1)CCC(=O)O)C